3-(4-amino-2-((3-fluoropyridin-2-yl)methyl)-7-(pyridin-4-yl)-2H-[1,2,3]triazolo[4,5-c]pyridin-6-yl)benzonitrile NC1=NC(=C(C=2C1=NN(N2)CC2=NC=CC=C2F)C2=CC=NC=C2)C=2C=C(C#N)C=CC2